OC1=C(C=C(C=C1C(C)(C)C)CCC(=O)OCCCCCCCCCCCCCCCCCC)C(C)(C)C n-octadecyl β-(4'-hydroxy-3',5'-di-t-butylphenyl)propionate